FC(S(=O)(=O)OC1=NC(=C(C2=C1C=CS2)C2=C(C=C(C=C2)F)OCCOC)C2=NN1C(CN(CC1)C(C=C)=O)=C2)(F)F [7-[4-fluoro-2-(2-methoxyethoxy)phenyl]-6-(5-prop-2-enoyl-6,7-dihydro-4H-pyrazolo[1,5-a]pyrazin-2-yl)thieno[3,2-c]pyridin-4-yl] trifluoromethanesulfonate